N-hydroxy-6-(4-chlorobenzoylamino)benzo[d]oxazole-2-carboxamide ONC(=O)C=1OC2=C(N1)C=CC(=C2)NC(C2=CC=C(C=C2)Cl)=O